tert-butyl 4-(methylamino)-2-piperazin-1-yl-6,8-dihydro-5H-pyrido[3,4-d]pyrimidine-7-carboxylate CNC=1C2=C(N=C(N1)N1CCNCC1)CN(CC2)C(=O)OC(C)(C)C